CC1=C(C=C(O1)C(=O)NC1=NC(=NS1)CC(C)=O)C1=CC(=CC=C1)C(F)(F)F 5-methyl-4-(3-(trifluoromethyl)phenyl)-N-(3-(2-oxopropyl)-1,2,4-thiadiazol-5-yl)furan-2-carboxamide